COC=1C=C(C=C2C(=NC=NC12)NCC=1N=NC(=CC1)C)C1=NC=C(C=N1)C 8-methoxy-N-[(6-methylpyridazin-3-yl)methyl]-6-(5-methylpyrimidin-2-yl)quinazolin-4-amine